C(C1=CC=CC=C1)OC(=O)N[C@H](C(=O)OC)[C@@H](C)OC(C(F)(F)F)(C)C methyl (2S,3R)-2-(benzyloxycarbonylamino)-3-(2,2,2-trifluoro-1,1-dimethyl-ethoxy)butanoate